C(#N)C1=CC=C(C=C1)C(CN[C@@H](C(=O)NC1=NC=C(C=C1)C1CN(C(C1)=O)C)C1=CC=CC=C1)C (R)-2-((2-(4-cyanophenyl)propyl)amino)-N-(5-(1-methyl-5-oxopyrrolidin-3-yl)pyridin-2-yl)-2-phenylacetamide